C(C)(C)OC(=O)C=1C(=NC(=NC1)Cl)C1=C2C=NN(C2=CC=C1)C 2-Chloro-4-(1-methyl-1H-indazol-4-yl)pyrimidine-5-carboxylic acid isopropyl ester